2-{[(2S)-1,4-dioxan-2-yl]methyl}-4-methyl-N-[(pyrimidin-2-yl)methyl]-8-(trifluoromethyl)-4,5-dihydro-2H-furo[2,3-g]indazole-7-carboxamide O1[C@H](COCC1)CN1N=C2C3=C(CC(C2=C1)C)OC(=C3C(F)(F)F)C(=O)NCC3=NC=CC=N3